ClCCN1CC2C(C1)COC2 5-(2-chloroethyl)hexahydro-1H-furo[3,4-c]pyrrole